N-[[3-chloro-5-(trifluoromethyl)-2-pyridinyl]methyl]-2,3,5,6-tetrafluoro-4-methoxybenzamide ClC=1C(=NC=C(C1)C(F)(F)F)CNC(C1=C(C(=C(C(=C1F)F)OC)F)F)=O